CC1(C(=C(C1)C1=C(C=CC=C1)NC(C)=O)C1=CC=CC=C1)C N-(2-(3,3-dimethyl-2-phenylcyclobut-1-enyl)phenyl)acetamide